1-(2-bromo-4-chlorophenyl)ethan-1-one BrC1=C(C=CC(=C1)Cl)C(C)=O